2-(2-amino-3-pyridinyl)-5-chloro-6-(5-methyl-1-tetrahydropyran-2-yl-indazol-4-yl)pyrimidine-4-carboxylic acid methyl ester COC(=O)C1=NC(=NC(=C1Cl)C1=C2C=NN(C2=CC=C1C)C1OCCCC1)C=1C(=NC=CC1)N